FC=1C=C(C=CC1F)C1=NN(C2=C(C=CC=C12)O)C=1SC=C(N1)C(=O)O 2-(3-(3,4-difluorophenyl)-7-hydroxy-1H-indazol-1-yl)thiazole-4-carboxylic acid